FC=1C(=C2C(=CC(=CC2=CC1)O)B1OC(C(O1)(C)C)(C)C)C#C[Si](C(C)C)(C(C)C)C(C)C 6-Fluoro-4-(4,4,5,5-tetramethyl-1,3,2-dioxaborolan-2-yl)-5-((triisopropylsilyl)ethynyl)naphthalen-2-ol